C(C1=CC=CC=C1)OC1=C(C=C(C(=C1)OCC1=CC=CC=C1)C(C)C)C(=O)N1CC2=CC=C(C=C2C1)Br (2,4-bis(benzyloxy)-5-isopropylphenyl)(5-bromoisoindolin-2-yl)methanone